C[C@]1(N([C@@H](CC1)CC1CCC(CC1)OC)C(=O)O)C(=O)O.C(C)(C)N(C(C)C)P(N(C(C)C)C(C)C)N(C(C)C)C(C)C tri(diisopropylamino)phosphine 2-methyl-(2R,5S)-5-(((1r,4R)-4-methoxycyclohexyl)methyl)pyrrolidine-1,2-dicarboxylate